2-(2-chloro-5-fluorophenyl)-N-[6-(3-chlorophenoxy)-5-sulfamoylpyridin-3-yl]acetamide ClC1=C(C=C(C=C1)F)CC(=O)NC=1C=NC(=C(C1)S(N)(=O)=O)OC1=CC(=CC=C1)Cl